2-{bicyclo[2.2.1]hept-2-yl}-N-[(1s,4s)-4-{[6-chloro-2-(trifluoromethyl)quinolin-4-yl]amino}cyclohexyl]acetamide C12C(CC(CC1)C2)CC(=O)NC2CCC(CC2)NC2=CC(=NC1=CC=C(C=C21)Cl)C(F)(F)F